FC=1C(=C(C(=O)NO)C=CC1CN1N=C(N=N1)C1=NC=CC=N1)F difluoro-N-hydroxy-4-((5-(pyrimidin-2-yl)-2H-tetrazol-2-yl)methyl)benzamide